ClC=1C(=NC(=NC1)NC1CCOCC1)C1=CC=C2CN(C(C2=C1)=O)CC(=O)NCC1(CCCCC1)CO 2-(6-{5-chloro-2-[(oxan-4-yl)amino]pyrimidin-4-yl}-1-oxo-2,3-dihydro-1H-isoindol-2-yl)-N-{[1-(hydroxymethyl)cyclohexyl]methyl}acetamide